C(#N)C1=CC=C(C=C1)C#CC1=CC(=CC(=C1)C#CC1=CC=C(C=C1)C#N)C#CC1=CC=C(C=C1)C#N 2,4,6-tris(p-cyanophenylethynyl)benzene